S(O)O.C=O formaldehyde sulfoxylate salt